6-(3-methyl-1H-pyrrolo[2,3-b]pyridin-5-yl)-8-(pyrrolidin-2-yl)isoquinoline CC1=CNC2=NC=C(C=C21)C=2C=C1C=CN=CC1=C(C2)C2NCCC2